Methyl (3S)-1-(4-{8-cyclopropyl-6-[(1R)-1-methyl-1,2,3,4-tetrahydroisoquinoline-2-carbonyl]imidazo[1,2-a]pyridin-2-yl}-3-fluorophenyl)pyrrolidine-3-carboxylate C1(CC1)C=1C=2N(C=C(C1)C(=O)N1[C@@H](C3=CC=CC=C3CC1)C)C=C(N2)C2=C(C=C(C=C2)N2C[C@H](CC2)C(=O)OC)F